ClC1=C(C=C(C=2C(=C3N(C12)CC[C@H]3NC(C)=O)C=3C=NN(C3)C3OCCCC3)OCC#N)Cl N-((1R)-5,6-Dichloro-8-(cyanomethoxy)-9-(1-(tetrahydro-2H-pyran-2-yl)-1H-pyrazol-4-yl)-2,3-dihydro-1H-pyrrolo[1,2-a]indol-1-yl)acetamide